(1R,2S,5S)-4-Oxa-1-azabicyclo[3.2.1]octan N12CCO[C@@H](CC1)C2